BrC=1C(=NN2C1CN(CCC2)C(=O)OC(C)(C)C)N(C)C(=O)OC(C)(C)C tert-butyl 3-bromo-2-[tert-butoxycarbonyl(methyl)amino]-4,6,7,8-tetrahydropyrazolo[1,5-a][1,4]diazepine-5-carboxylate